(piperidin-4-yl)cinnoline dihydrochloride Cl.Cl.N1CCC(CC1)C=1N=NC2=CC=CC=C2C1